CC1=C(C=CC(=C1)C)CCNC(=O)C=1N=C(N=NC1SC1=CC(=CC=C1)OC)C N-[2-(2,4-dimethylphenyl)ethyl]-6-[(3-methoxyphenyl)thio]-3-methyl-1,2,4-triazine-5-carboxamide